5,5'-diallyl-4,4'-biphenol C(C=C)C=1C(=CC=C(C1)O)C1=CC=C(C=C1CC=C)O